4-(9-((methylsulfonyl)methyl)-2-(1H-pyrazol-1-yl)-8-(pyridin-4-yl)-9H-purin-6-yl)morpholine Ethyl-2-(5-((2-(2-(2-(2-azidoethoxy)ethoxy)ethoxy)ethyl)amino)-2-oxopyridin-1(2H)-yl)acetate C(C)OC(CN1C(C=CC(=C1)NCCOCCOCCOCCN=[N+]=[N-])=O)=O.CS(=O)(=O)CN1C2=NC(=NC(=C2N=C1C1=CC=NC=C1)N1CCOCC1)N1N=CC=C1